tetraoxazin O1OOON=C1